FC1=CC(=CC=2N(C(=NC21)CC2=C(C(=C(C=C2F)C2=NC(=NC=C2)OCC=2SC=C(N2)C(F)(F)F)F)F)C[C@H]2OCC2)C(=O)O (S)-4-fluoro-1-(oxetan-2-ylmethyl)-2-(2,3,6-trifluoro-4-(2-((4-(trifluoromethyl)thiazol-2-yl)methoxy)pyrimidin-4-yl)benzyl)-1H-benzo[d]imidazole-6-carboxylic acid